tert-butyl{(5R)-6-{(3S)-3-[(tert-butoxycarbonyl)amino]pyrrolidin-1-yl}-6-oxo-5-[(piperidine-4-carbonyl)amino]hexyl}carbamate C(C)(C)(C)OC(NCCCC[C@H](C(=O)N1C[C@H](CC1)NC(=O)OC(C)(C)C)NC(=O)C1CCNCC1)=O